(4S,6S)-4-ethylamino-6-methyl-5,6-dihydro-4H-thieno[2,3-b]thiopyran-2-sulfonamide-7,7-dioxide C(C)N[C@@H]1C2=C(S([C@H](C1)C)(=O)=O)SC(=C2)S(=O)(=O)N